C1(=CC=CC=C1)[Pd-3](C1=CC=CC=C1)C1=CC=CC=C1 (triphenyl)palladium (0)